CC1=C(OC2=C(C=C(C=C2C1=O)C)C(C)NC1=C(C(=O)O)C=CC=C1)C1CCN(CC1)C1=NC=CC=C1 2-((1-(3,6-dimethyl-4-oxo-2-(1-(pyridin-2-yl)piperidin-4-yl)-4H-chromen-8-yl)ethyl)amino)benzoic acid